{5-[(3-fluorobenzylidene)amino]-1,3,4-thiadiazol-2-yl}catechol FC=1C=C(C=NC2=NN=C(S2)C2=C(C(O)=CC=C2)O)C=CC1